CN(CCOC1=CC=C(C(=O)NC[C@H]2COC3=C(O2)C(=CC=C3)C3=NC(=CC=C3)OC)C=C1)C 4-(2-Dimethylamino-ethoxy)-N-[(S)-8-(6-methoxy-pyridin-2-yl)-2,3-dihydrobenzo[1,4]dioxin-2-ylmethyl]-benzamide